3-(tert-butyl)-4-(2,6-dimethoxyphenyl)-2,3-dihydrobenzene C(C)(C)(C)C1CC=CC=C1C1=C(C=CC=C1OC)OC